O=C1NC2=CC(=CC=C2C12CNC(C2)C(=O)N)[2H] 2-oxospiro[indoline-3,3'-pyrrolidine]-6-d-5'-carboxamide